C(C)(C)(C)OC(=O)N1C(CC1)OC1=CC(=C(C(=C1)F)Br)F (3,5-difluoro-4-bromophenoxy)azetidine-1-carboxylic acid tert-butyl ester